acrylic 2,2,3,3,4,4,5,5,6,6,7,7-dodecafluoroheptyl ester FC(COC(C=C)=O)(C(C(C(C(C(F)F)(F)F)(F)F)(F)F)(F)F)F